C(C)OC(=O)N1CCN(CCC1)C1CCC2(C(NC=3C2=NC(=CC3)OC)=O)CC1 4-(5'-methoxy-2'-oxo-1',2'-dihydrospiro[cyclohexane-1,3'-pyrrolo[3,2-b]pyridin]-4-yl)-1,4-diazepan-1-carboxylic acid ethyl ester